Bis(2,6-dichlorophenyl) 4,7,10,13,16,19,22,25,28,31,34,37-dodecaoxatetracontanedioate C(CCOCCOCCOCCOCCOCCOCCOCCOCCOCCOCCOCCOCCC(=O)OC1=C(C=CC=C1Cl)Cl)(=O)OC1=C(C=CC=C1Cl)Cl